1-((8-bromo-1-(oct-3-yn-1-yloxy)octyl)oxy)oct-3-yn BrCCCCCCCC(OCCC#CCCCC)OCCC#CCCCC